2-Ethyl-1H,4'H-spiro[isoquinoline-4,1'-naphthalene]-1,3,4'(2H)-trione C(C)N1C(C2=CC=CC=C2C2(C=CC(C3=CC=CC=C23)=O)C1=O)=O